[Cl-].C(CCCCCCCCCCC)[N+](CCO)(CCO)C1=CC=CC=C1 N-dodecyl-N,N-di(2-hydroxyethyl)phenylammonium chloride